C(C)(C)C1=C(C(=CC=C1)C(C)C)C=1C=NNC1 4-(2,6-diisopropylphenyl)-1H-pyrazole